ClC1=CC=2N(C=C1)N=CC2C(=O)OCC ethyl 5-chloropyrazolo[1,5-a]pyridine-3-carboxylate